(2R,3R,4S,5R,6R)-6-((1-oxa-2-azaspiro[4.6]undec-2-en-3-yl)methyl)-2-(hydroxymethyl)-5-methoxy-4-(4-(3,4,5-trifluorophenyl)-1H-1,2,3-triazol-1-yl)tetrahydro-2H-pyran-3-ol O1N=C(CC12CCCCCC2)C[C@@H]2[C@@H]([C@H]([C@H]([C@H](O2)CO)O)N2N=NC(=C2)C2=CC(=C(C(=C2)F)F)F)OC